(S)-32-Carboxy-1,29,34-trioxo-1-(perfluorophenoxy)-33-undecyl-4,7,10,13,16,19,22,25-octaoxa-28,33-diazatetratetracontan-44-oic acid C(=O)(O)[C@H](CCC(NCCOCCOCCOCCOCCOCCOCCOCCOCCC(OC1=C(C(=C(C(=C1F)F)F)F)F)=O)=O)N(C(CCCCCCCCCC(=O)O)=O)CCCCCCCCCCC